2-(4-fluoro-2-methylphenoxy)-N-(4-fluoro-3-(pyrrolidin-2-yl)phenyl)-5-(trifluoromethyl)benzamide FC1=CC(=C(OC2=C(C(=O)NC3=CC(=C(C=C3)F)C3NCCC3)C=C(C=C2)C(F)(F)F)C=C1)C